(7-Fluoro-1-methyl-1H-pyrrolo[3,2-c]pyridin-6-yl)methylamine hydrochloride Cl.FC=1C2=C(C=NC1CN)C=CN2C